C12C3CC3CC(CC1)C2 tricyclo[4.2.1.02,4]nonane